N-[1-(4-chloro-3-cyano-1H-indol-7-yl)piperidin-4-yl]-4-[4-(dibutoxymethyl)piperidin-1-yl]-2-fluorobenzamide ClC1=C2C(=CNC2=C(C=C1)N1CCC(CC1)NC(C1=C(C=C(C=C1)N1CCC(CC1)C(OCCCC)OCCCC)F)=O)C#N